(S)-2-amino-3-((R)-5-oxo-4-azaspiro[2.4]heptan-6-yl)propanamide hydrochloride Cl.N[C@H](C(=O)N)C[C@H]1C(NC2(CC2)C1)=O